C(C)(=O)OC1=CC=CC=2SC3=CC=CC=C3NC12 acetoxyphenothiazine